(3aS,5R,6aR)-5-fluoro-2-(5-methylthiophene-2-carbonyl)-1,3,3a,5,6,6a-hexahydrocyclopenta[c]pyrrole FC1C[C@H]2[C@H](CN(C2)C(=O)C=2SC(=CC2)C)C1